(3-(trifluoromethyl)phenyl)-(dipentylamino)-2'-[(3-(trifluoromethyl)phenyl)amino]-spiro[isobenzofuran-1(3H),9'-(9H)xanthen]-3-one FC(C=1C=C(C=CC1)C=1C(=C(C=2C3(C4=CC=CC=C4OC2C1)OC(C1=CC=CC=C13)=O)N(CCCCC)CCCCC)NC1=CC(=CC=C1)C(F)(F)F)(F)F